N1(C(CC1)C(=O)ON1C(C2=CC=CC=C2C1=O)=O)C(=O)OC(C)(C)C 1-(tert-butyl) 2-(1,3-dioxoisoindolin-2-yl) azetidine-1,2-dicarboxylate